(6-bromo-4-oxo-quinazolin-3-yl)-2-[5-fluoro-2-(methoxymethoxy)phenyl]acetic acid ethyl ester C(C)OC(C(C1=C(C=CC(=C1)F)OCOC)N1C=NC2=CC=C(C=C2C1=O)Br)=O